FC(C1=C(C=CC=C1)S(=O)(=O)N1C[C@H](OCC1)C(=O)O)(F)F (S)-4-((2-(trifluoromethyl)phenyl)sulfonyl)morpholine-2-carboxylic acid